Di(tert-butyl)naphthalenesulfonic acid C(C)(C)(C)C=1C(=C(C2=CC=CC=C2C1)S(=O)(=O)O)C(C)(C)C